2-(5-bromo-3-chloro-2-pyridinyl)-3-methyl-6-(trifluoromethyl)imidazo[4,5-b]Pyridine BrC=1C=C(C(=NC1)C1=NC=2C(=NC=C(C2)C(F)(F)F)N1C)Cl